2-(2-amino-9-((2R,3S,4S,5R)-4-fluoro-3-hydroxy-5-(hydroxymethyl)tetrahydrofuran-2-yl)-6,8-dioxo-1,6,8,9-tetrahydro-7H-purin-7-yl)acetonitrile NC=1NC(C=2N(C(N(C2N1)[C@@H]1O[C@@H]([C@H]([C@H]1O)F)CO)=O)CC#N)=O